3-(3-Chlorophenyl)-1-(1-(7,8-difluoro-1-oxo-1,2-dihydroisoquinolin-4-yl)ethyl)-1-methylurea ClC=1C=C(C=CC1)NC(N(C)C(C)C1=CNC(C2=C(C(=CC=C12)F)F)=O)=O